((S)-1-(4-fluorophenyl)-3,4-dihydroisoquinolin-2(1H)-yl)((4aR,7R,8aS)-1-tosyloctahydropyrano[3,4-b][1,4]thiazin-7-yl)methanone FC1=CC=C(C=C1)[C@@H]1N(CCC2=CC=CC=C12)C(=O)[C@H]1C[C@H]2[C@@H](SCCN2S(=O)(=O)C2=CC=C(C)C=C2)CO1